lithium 2-(6-(1H-pyrazol-4-yl)pyridazine-3-carboxamido)-4-(5-(6-(1H-pyrazol-4-yl)pyridazine-3-carboxamido)-4-carboxylato-2-fluorophenethoxy)-5-fluoro-benzoate N1N=CC(=C1)C1=CC=C(N=N1)C(=O)NC1=C(C(=O)[O-])C=C(C(=C1)OCCC1=C(C=C(C(=C1)NC(=O)C=1N=NC(=CC1)C=1C=NNC1)C(=O)[O-])F)F.[Li+].[Li+]